N-(trimethoxysilylmethyl)urea CO[Si](OC)(OC)CNC(=O)N